FC(CN1N=NC2=C1C=C(C=C2)C=2C=CN1N=C(N=C(C12)OC([2H])([2H])[2H])NC1CC(C1)(C)NC(C)=O)F N-((1r,3r)-3-((5-(1-(2,2-difluoroethyl)-1H-benzo[d][1,2,3]triazol-6-yl)-4-(methoxy-d3)pyrrolo[2,1-f][1,2,4]triazin-2-yl)amino)-1-methylcyclobutyl)acetamide